benzyl N-{3-formylbicyclo[1.1.1]pentan-1-yl}carbamate C(=O)C12CC(C1)(C2)NC(OCC2=CC=CC=C2)=O